tert-butyl (1-(4'-fluoro-3-(1-methyl-1H-pyrazol-3-yl)-[1,1'-biphenyl]-4-yl)cyclopropyl)carbamate FC1=CC=C(C=C1)C1=CC(=C(C=C1)C1(CC1)NC(OC(C)(C)C)=O)C1=NN(C=C1)C